N-(2-(8-(4-cyanophenyl)-2,3-dihydro-4H-pyrido[4,3-b][1,4]oxazin-4-yl)-2-oxoethyl)-4-fluoro-benzamide C(#N)C1=CC=C(C=C1)C1=CN=CC2=C1OCCN2C(CNC(C2=CC=C(C=C2)F)=O)=O